N-[5-[[5-(Difluoromethyl)pyridin-2-yl]carbamoyl]-4-fluoro-2-methylphenyl]-2-methyl-1,3-thiazole-5-carboxamide FC(C=1C=CC(=NC1)NC(=O)C=1C(=CC(=C(C1)NC(=O)C1=CN=C(S1)C)C)F)F